4-([[2-methyl-7-(methylcarbamoyl)-5H-pyrrolo[3,2-d]pyrimidin-4-yl]amino]methyl)-phenyl-boronic acid CC=1N=C(C2=C(N1)C(=CN2)C(NC)=O)NCC2=CC=C(C=C2)B(O)O